11,14-Dihydroxy-icosan OC(CCCCCCCCCC)CCC(CCCCCC)O